Tert-butyl 5-(7-(3-(methoxymethoxy)naphthalen-1-yl)-2-(((S)-1-methylpyrrolidin-2-yl)methoxy)-5,6,7,8-tetrahydropyrido[3,4-d]pyrimidin-4-yl)-2,5-diazabicyclo[2.2.2]octane-2-carboxylate COCOC=1C=C(C2=CC=CC=C2C1)N1CC=2N=C(N=C(C2CC1)N1C2CN(C(C1)CC2)C(=O)OC(C)(C)C)OC[C@H]2N(CCC2)C